4-(8-oxo-6-thioxo-5-(4-methylphenyl)-5,7-diazaspiro[3.4]oct-7-yl)-2-trifluoromethylbenzonitrile O=C1N(C(N(C12CCC2)C2=CC=C(C=C2)C)=S)C2=CC(=C(C#N)C=C2)C(F)(F)F